N1(CCOCC1)C(CN1C(CNCC1)=O)=O 1-(2-morpholinyl-2-oxoethyl)piperazin-2-one